COC(=O)C1=CNC2=CC=C(C=C12)[C@@H]1C[C@@H](C1)O.FC(C1=CC=C(O[C@@H]2C[C@H](C2)C=2C=C3C(=CNC3=CC2)C(=O)OC)C=C1)(F)F methyl 5-(trans-3-(4-(trifluoromethyl)phenoxy)cyclobutyl)-1H-indole-3-carboxylate Methyl-5-(cis-3-hydroxycyclobutyl)-1H-indole-3-carboxylate